FC(OC1=CC(=NN1)NC1=CN=CC(=N1)O[C@@H]1[C@H]([C@@H]2CC[C@H](C1)N2C(=O)OC(C)(C)C)F)F tert-butyl (1S,2S,3S,5R)-3-((6-((5-(difluoromethoxy)-1H-pyrazol-3-yl)amino)pyrazin-2-yl)oxy)-2-fluoro-8-azabicyclo[3.2.1]octane-8-carboxylate